COC=1C=C2NC=3CC(CC(C3C(C2=CC1)=O)=O)C1=NC=C(C=C1)C1=CC=C(C=C1)OC(F)(F)F 6-methoxy-3-(5-(4-(trifluoromethoxy)phenyl)pyridin-2-yl)-3,4-dihydroacridine-1,9(2H,10H)-dione